C12N(CC(C1)C2)C=2C=1N(C=NC2C=2C=NNC2)N=C(N1)N[C@H](CF)C (S)-8-(2-Azabicyclo[2.1.1]hexan-2-yl)-N-(1-fluoropropan-2-yl)-7-(1H-pyrazol-4-yl)-[1,2,4]triazolo[1,5-c]pyrimidin-2-amine